bis(trifluoromethyl)-2-butene FC(F)(F)C(=C(C)C(F)(F)F)C